N1N=CC(=C1)NC1=NC=C(C(=N1)C1=C(C(=O)O)C=CC=C1)C 2-(2-((1H-Pyrazol-4-yl)amino)-5-methylpyrimidin-4-yl)benzoic acid